2-(2-bromothiazol-5-yl)-5-(difluoromethyl)-1,3,4-oxadiazole BrC=1SC(=CN1)C=1OC(=NN1)C(F)F